CC1=CC=C2[C@H](C[C@H](NC2=C1)CCC)NC(=O)C=1C(NC(=CC1)C(F)(F)F)=O N-((2R,4S)-7-methyl-2-propyl-1,2,3,4-tetrahydroquinolin-4-yl)-2-oxo-6-(trifluoromethyl)-1,2-dihydropyridine-3-carboxamide